C(CCCC)C1=C(C2=CC=CC=C2C(=C1)O)O 2-pentyl-1,4-naphthalenediol